2-Methylpropionic acid [5-(2-bromo-3-chloro-6-fluoro-phenyl)-1,3-dimethyl-6-oxo-pyridazin-4-yl] ester BrC1=C(C(=CC=C1Cl)F)C1=C(C(=NN(C1=O)C)C)OC(C(C)C)=O